C1(CC1)N1N=CC(=C1)[C@@H]1OCC[C@@H](C1)C=1N=C(C=2N=C(N(C(C2N1)=O)C)C(F)(F)F)C1=C(C=C(C(=C1)F)F)F 6-((2R,4S)-2-(1-cyclopropyl-1H-pyrazol-4-yl)tetrahydro-2H-pyran-4-yl)-3-methyl-2-(trifluoromethyl)-8-(2,4,5-trifluorophenyl)pyrimido[5,4-d]pyrimidin-4(3H)-one